FC=1C=C(C=C(C1)C(F)(F)F)CC(=O)ON1C(CCC1=O)=O 2,5-dioxopyrrolidin-1-yl 2-(3-fluoro-5-(trifluoromethyl)phenyl)acetate